O=C1NC(CCC1N1C(C2=CC=C(C=C2C1)N1C(N(CC1)C1=CC=C(C=C1)C1CN(C1)C(=O)OC(C)(C)C)=O)=O)=O tert-butyl 3-(4-(3-(2-(2,6-dioxopiperidin-3-yl)-1-oxoisoindolin-5-yl)-2-oxoimidazolidin-1-yl)phenyl)azetidine-1-carboxylate